ClC=1C(=CC(=C(C(=O)NS(=O)(=O)C2=C(C=C(C=C2F)N2CC(CCC2)N(C)C)F)C1)F)OCC1CCCC1 5-chloro-4-(cyclopentylmethoxy)-N-((4-(3-(dimethylamino)piperidin-1-yl)-2,6-difluorophenyl)sulfonyl)-2-fluorobenzamide